COC=1C=C2CCN3C(C2=CC1C=1N=NN(N1)C)=C(N=C3C(=O)N3[C@@](CCC3)([C@H](CC(F)(F)F)O)C)C=3SC=CC3 (8-methoxy-9-(2-methyl-2H-tetrazol-5-yl)-1-(thiophen-2-yl)-5,6-dihydroimidazo[5,1-a]isoquinolin-3-yl)((S)-2-methyl-2-((S)-3,3,3-trifluoro-1-hydroxypropyl)pyrrolidin-1-yl)methanone